C(C)(=O)OC\C=C\C\C=C/C1=CC=CC=C1 (2E,5Z)-6-phenylhexa-2,5-dien-1-yl acetate